1-(5-chloro-1H-1,3-benzodiazol-2-yl)-4-[2-(4-fluorophenyl)ethyl]-1H-pyrazol-5-ol ClC1=CC2=C(NC(=N2)N2N=CC(=C2O)CCC2=CC=C(C=C2)F)C=C1